C1(CC1)COC=1C=C2C(=NC1)C=CN2C[C@@H]2CC[C@H](CC2)C(=O)O trans-4-[[6-(cyclopropylmethoxy)pyrrolo[3,2-b]pyridin-1-yl]methyl]cyclohexanecarboxylic acid